C1N(CCC2=CC=CC=C12)C(CNC1=CC=C2CN(C(C2=C1)=O)C1CNCCC1)=O 3-[6-[[2-(3,4-dihydro-1H-isoquinolin-2-yl)-2-oxo-ethyl]amino]-1-oxo-isoindolin-2-yl]piperidine